C(CCCCC)C(C(=O)OCC(CCCCCCCCCC)O)CCCCCCCC 2-Hydroxydodecyl 2-hexyldecanoate